tert-butyl 2-phenyl-4-(1H-pyrazol-3-yl)-5,8-dihydropyrido[3,4-d]pyrimidine-7(6H)-carboxylate C1(=CC=CC=C1)C=1N=C(C2=C(N1)CN(CC2)C(=O)OC(C)(C)C)C2=NNC=C2